C(C)C(C(=O)[O-])CCCC.[Cd+2].[Ba+2].C(C)C(C(=O)[O-])CCCC.C(C)C(C(=O)[O-])CCCC.C(C)C(C(=O)[O-])CCCC barium-cadmium 2-ethylhexanoate